S(C#N)[SiH3] Thiocyanatosilane